[N+](=O)([O-])C1=CC=C(C=C1)N1CCCC1 N-(4-nitrophenyl)pyrrolidine